(S)-2-((2-((1-methoxy-3,3-dimethyl-1,3-dihydro-[1,2]oxaborolo[4,3-b]pyridin-5-yl)amino)-5-(3,8-dioxa-1-azaspiro[4.5]dec-1-en-2-yl)pyridin-4-yl)amino)-2-phenylethan-1-ol COB1OC(C2=NC(=CC=C21)NC2=NC=C(C(=C2)N[C@H](CO)C2=CC=CC=C2)C2=NC1(CO2)CCOCC1)(C)C